CC1=CC(=NC2=CC=C(C=C12)NC(=S)NCCN1CCN(CC1)C)N1CCCC1 1-(4-methyl-2-(pyrrolidin-1-yl)quinolin-6-yl)-3-(2-(4-methylpiperazin-1-yl)ethyl)thiourea